6-Cyclopropyl-N-(2-ethoxy-3-fluoro-phenyl)sulfonyl-4-fluoro-benzofuran-2-carboxamide C1(CC1)C1=CC2=C(C=C(O2)C(=O)NS(=O)(=O)C2=C(C(=CC=C2)F)OCC)C(=C1)F